BrC1=CN=C(C(=N1)N)C#CC1(CC1)C(F)(F)F 6-Bromo-3-[2-[1-(trifluoromethyl)cyclopropyl]ethynyl]pyrazin-2-amine